(4-Methoxypyrazolo[1,5-a]pyridin-5-yl)methanol COC=1C=2N(C=CC1CO)N=CC2